FC1([C@H](C1)C(=O)NC1=NC=C2C=C(N3C(C2=C1)=NN=C3)C=3C=NC(=CC3C)C(CC)=O)F (1R)-2,2-difluoro-N-[5-(4-methyl-6-propanoylpyridin-3-yl)-[1,2,4]triazolo[3,4-a]2,6-naphthyridin-9-yl]cyclopropane-1-carboxamide